3-iodo-N-(pyrazin-2-yl)-1-((2-(trimethylsilyl)ethoxy)methyl)-1H-pyrazolo[4,3-d]Pyrimidine-7-amine IC1=NN(C2=C1N=CN=C2NC2=NC=CN=C2)COCC[Si](C)(C)C